(E)-ethyl 4-(3-(7-carbamoyl-1H-indol-4-yl)-2-methylphenylamino)-4-oxobut-2-enoate C(N)(=O)C=1C=CC(=C2C=CNC12)C=1C(=C(C=CC1)NC(/C=C/C(=O)OCC)=O)C